C(C1=CC=CC=C1)OC1=CC=C(C=C1)[C@H]1[C@@H](C1)NC1CCC(CC1)N N1-((trans)-2-(4-(benzyloxy)phenyl)cyclopropyl)cyclohexane-1,4-diamine